4-((2-((4-bromobenzyl)thio)-1H-benzo[d]imidazol-1-yl)methyl)-N-(3-methoxypropyl)benzamide BrC1=CC=C(CSC2=NC3=C(N2CC2=CC=C(C(=O)NCCCOC)C=C2)C=CC=C3)C=C1